C(C)(C)C=1N=C(SC1C1=NC=CC=C1)N 4-isopropyl-5-(pyridin-2-yl)thiazol-2-amine